trans-N-(4-((5-chloropyridin-3-yl)oxy)cyclohexyl)-4-(4-chlorophenoxy)-2,2-dimethylbutanamide ClC=1C=C(C=NC1)O[C@@H]1CC[C@H](CC1)NC(C(CCOC1=CC=C(C=C1)Cl)(C)C)=O